Trimethyl-[2-[1-methyl-4-(2-oxa-6-azaspiro[3.3]heptan-6-yl)pyrazolo[3,4-d]pyrimidin-6-yl]ethynyl]silane C[Si](C#CC1=NC(=C2C(=N1)N(N=C2)C)N2CC1(COC1)C2)(C)C